(S)-3-amino-5-methyl-7-(7-oxa-2-azaspiro[3.5]non-2-yl)-2,3-dihydrobenzo[b][1,4]oxazepin-4(5H)-one N[C@@H]1C(N(C2=C(OC1)C=CC(=C2)N2CC1(C2)CCOCC1)C)=O